C(C[C@H](C)O)O (3S)-1,3-butanediol